tris(phenyl)phosphonium tetrafluoroborate F[B-](F)(F)F.C1(=CC=CC=C1)[PH+](C1=CC=CC=C1)C1=CC=CC=C1